C(C)(C)(C)OC(=O)N1CC(=CC1)B1OC(C(O1)(C)C)(C)C 3-(4,4,5,5-tetramethyl-1,3,2-dioxaborolan-2-yl)-2,5-dihydropyrrole-1-carboxylic acid tert-butyl ester